FC=1C=C(C=CC1)C=1C(C(=CN(C1)C)C(=O)N)=O 5-(3-fluorophenyl)-1-methyl-4-oxopyridine-3-carboxamide